tert-Butyl 3-(hydroxymethyl)-4-(((2-(trimethylsilyl)ethoxy)carbonyl)amino)pyrrolidine-1-carboxylate OCC1CN(CC1NC(=O)OCC[Si](C)(C)C)C(=O)OC(C)(C)C